Cl.C[C@@H]1N[C@H](CC1)C (2S,5S)-2,5-dimethylpyrrolidine hydrochloride